(7R,14R)-1-(difluoromethoxy)-11-(3-(isopropylamino)prop-1-yn-1-yl)-6-(methyl-d3)-6,7-dihydro-7,14-methanobenzo[f]benzo[4,5]imidazo[1,2-a][1,4]diazocin-5(14H)-one FC(OC1=CC=CC=2C(N([C@H]3C=4N([C@@H](C21)C3)C3=C(N4)C=CC(=C3)C#CCNC(C)C)C([2H])([2H])[2H])=O)F